(S)-1-(4-((4-(2-(4-(4-chlorophenyl)-2,3,9-trimethyl-6H-thieno[3,2-f][1,2,4]triazolo[4,3-a][1,4]diazepin-6-yl)ethyl)piperazin-1-yl)methyl)phenyl)dihydropyrimidine-2,4(1H,3H)-dione ClC1=CC=C(C=C1)C1=N[C@H](C=2N(C3=C1C(=C(S3)C)C)C(=NN2)C)CCN2CCN(CC2)CC2=CC=C(C=C2)N2C(NC(CC2)=O)=O